(S)-1-((4-hydroxy-3,3-dimethyl-1-(4,4,4-trifluoro-2-(2,2,2-trifluoroethyl)Butyryl)piperidin-4-yl)methyl)-N,N-dimethyl-6-oxo-4-phenyl-1,6-dihydropyridine-3-carboxamide O[C@@]1(C(CN(CC1)C(C(CC(F)(F)F)CC(F)(F)F)=O)(C)C)CN1C=C(C(=CC1=O)C1=CC=CC=C1)C(=O)N(C)C